N1=CC=C(C=C1)C1CC1 2-(pyridin-4-yl)cyclopropane